6-(6-(4-(3-(2-((1s,3s)-adamantan-1-yl)acetamido)propyl)piperazin-1-yl)pyridin-3-yl)-N-((4,6-dimethyl-2-oxo-1,2-dihydropyridin-3-yl)methyl)-1-isopropyl-1H-indazole-4-carboxamide C12(CC3CC(CC(C1)C3)C2)CC(=O)NCCCN2CCN(CC2)C2=CC=C(C=N2)C=2C=C(C=3C=NN(C3C2)C(C)C)C(=O)NCC=2C(NC(=CC2C)C)=O